C(C(=C)C)(=O)OC(CCN1C(CCC1)=O)CCCCCCCCCCCCCC 3-methacryloyloxyheptadecyl-2-pyrrolidinone